ClC=1C=C(C=CC1)C1=C(C=CC(=C1)O)CCNC(C)=O N-(2-(3'-chloro-5-hydroxy-[1,1'-biphenyl]-2-yl)ethyl)acetamide